7-((7-(hydroxy)-2,2-diphenylbenzo[d][1,3]dioxole-5-carbonyl)oxy)-2,2-diphenylbenzo[d][1,3]dioxole-5-carboxylic acid OC1=CC(=CC2=C1OC(O2)(C2=CC=CC=C2)C2=CC=CC=C2)C(=O)OC2=CC(=CC1=C2OC(O1)(C1=CC=CC=C1)C1=CC=CC=C1)C(=O)O